5-carboxy-1,2-dimethylpyridin-1-ium C(=O)(O)C=1C=CC(=[N+](C1)C)C